1-(1-acryloylpyrrolidin-3-yl)-3-((3,5-dimethoxyphenyl)ethynyl)-5-((2-hydroxyethyl)amino)-1H-pyrazole-4-carboxamide C(C=C)(=O)N1CC(CC1)N1N=C(C(=C1NCCO)C(=O)N)C#CC1=CC(=CC(=C1)OC)OC